phosphoric acid mono-[8-chloro-2-(4-trifluoromethyl-pyridin-2-ylamino)-quinolin-6-yl] ester ClC=1C=C(C=C2C=CC(=NC12)NC1=NC=CC(=C1)C(F)(F)F)OP(O)(O)=O